17-p-chlorobenzoylaminomethyl-16-oxo-androst-5-en-3β-ol acetate C(C)(=O)O[C@@H]1CC2=CC[C@H]3[C@@H]4CC(C([C@@]4(C)CC[C@@H]3[C@]2(CC1)C)CNC(C1=CC=C(C=C1)Cl)=O)=O